NC1=NC=2C=CC(=CC2C2=C1COC2)C(=O)N2[C@H](COCC2)C2=CC=CC=C2 |r| (4-amino-1,3-dihydrofuro[3,4-c]quinolin-8-yl)-[rac-(3S)-3-phenylmorpholin-4-yl]methanone